CON(C(CCCCCC(=O)OCCC(CCCCCCCCCCCC)CCCCCCCCCCCC)=O)C 3-dodecylpentadecyl 7-(methoxy (methyl) amino)-7-oxoheptanoate